P(=O)(OC[C@]1(O[C@H]([C@@H]2OC(O[C@@H]21)(C)C)C2=CC=C1C(=NC=NN12)N)C#N)(OC1=C(C=CC=C1)Cl)OCCCCCCCCCCCCCCCCCCCC(F)(F)F ((3aS,4R,6S,6aS)-6-(4-aminopyrrolo[2,1-f][1,2,4]triazin-7-yl)-4-cyano-2,2-dimethyltetrahydrofuro[3,4-d][1,3]dioxol-4-yl)methyl (2-chlorophenyl) (20,20,20-trifluoroicosyl) phosphate